N1(CCCCC1)C1=CC=C(C=C1)NC1=CC(=C(/C=N/O)C=C1)C(F)(F)F (E)-4-((4-(piperidin-1-yl)phenyl)amino)-2-(trifluoromethyl)benzaldehyde oxime